diethylene glycol ethyl t-butyl ether C(C)(C)(C)OCCOCCOCC